(4-((3-(7-(((3R,4S)-3-fluoro-1-methylpiperidin-4-yl)amino)-3-(2,2,2-trifluoroethyl)benzo[b]thiophen-2-yl)prop-2-yn-1-yl)amino)-3-methoxyphenyl)dimethylphosphine oxide F[C@@H]1CN(CC[C@@H]1NC1=CC=CC2=C1SC(=C2CC(F)(F)F)C#CCNC2=C(C=C(C=C2)P(C)(C)=O)OC)C